4-Chloro-7-(4-{4-[4-(dibutoxymethyl)piperidin-1-yl]phenyl}piperidin-1-yl)-1-methyl-1H-indole-3-carbonitrile ClC1=C2C(=CN(C2=C(C=C1)N1CCC(CC1)C1=CC=C(C=C1)N1CCC(CC1)C(OCCCC)OCCCC)C)C#N